C1(CC1)C(=O)NC1=NC=C(C(=O)NC([2H])([2H])[2H])C(=C1)NC1=NC=CC=2C=3C(CN(C12)C)=NN(N3)C 6-(cyclopropanecarboxamido)-4-((2,5-dimethyl-4,5-dihydro-2H-[1,2,3]triazolo[4,5-c][1,7]naphthyridin-6-yl)amino)-N-(methyl-d3)nicotinamide